CC1=NNC2=CN=C(C=C21)N2CCN(CC2)C=2C=NN(C2)C 3-Methyl-5-(4-(1-methyl-1H-pyrazol-4-yl)piperazin-1-yl)-1H-pyrazolo[3,4-c]pyridine